Rhenium oxid [Re]=O